[I-].[I-].[I-].[Cs+].[Cs+].[Cs+] cesium tri-iodide